C(C)OB1OC(C2=C1C=CC(=C2)NC2=NC=C(C(=N2)N[C@H](CO)C2=CC=CC=C2)C2=NC(=NO2)C2CN1CCC2(CC1)F)(C)C (2S)-2-((2-((1-ethoxy-3,3-dimethyl-1,3-dihydrobenzo[c][1,2]oxaborol-5-yl)amino)-5-(3-(4-fluoroquinuclidin-3-yl)-1,2,4-oxadiazol-5-yl)pyrimidin-4-yl)amino)-2-phenylethan-1-ol